F[C@H]1[C@@H]2CC[C@H](C[C@H]1N(C=1N=CC(=NC1)C1=C(C=C(C=C1)C=1C=NN(C1)C)O)C1COC1)N2 2-(5-{[(1S,2S,3R,5R)-2-fluoro-8-azabicyclo[3.2.1]octan-3-yl](oxetan-3-yl)amino}pyrazin-2-yl)-5-(1-methyl-1H-pyrazol-4-yl)phenol